N=1NC=C2C=C(C=CC12)C[C@@H](CNC(=O)[C@H]1[C@](C1)(C1=CC=CC=C1)C)N1CCOCC1 (1R,2S)-N-((S)-3-(2H-indazol-5-yl)-2-morpholinopropyl)-2-methyl-2-phenylcyclopropane-1-carboxamide